FC1=C(C(=CC(=C1)OC)F)[C@H]1[C@@H](C(NC1)=O)NC(=O)NC1=CC(=C(C=C1)F)F |o1:10,11| (-)-1-[(3S*,4R*)-4-(2,6-difluoro-4-methoxyphenyl)-2-oxopyrrolidin-3-yl]-3-(3,4-difluorophenyl)urea